BrC1=C(C=NS(=O)C(C)(C)C)C=CC=C1F N-(2-bromo-3-fluorobenzylidene)-2-methylpropan-2-sulfinamide